(7Z)-11-bromo-1,1-dihexyloxy-7-undecene BrCCC\C=C/CCCCCC(OCCCCCC)OCCCCCC